C(C1=CC=CC=C1)OC[C@H](C)O[C@@H]1[C@H](C[C@@H](OC1)C(=O)N1[C@H](C2=CC=CC=C2CC1)C1=CC=C(C=C1)F)N(C(OC(C)(C)C)=O)S(=O)(=O)C1=CC=C(C)C=C1 tert-butyl ((2R,4S,5R)-5-(((S)-1-(benzyloxy)propan-2-yl)oxy)-2-((S)-1-(4-fluorophenyl)-1,2,3,4-tetrahydroisoquinoline-2-carbonyl)tetrahydro-2H-pyran-4-yl)(tosyl)carbamate